OC1CN(C1)C(=O)O[C@@H]1CC[C@H](CC1)C(N(C1=NC=CC(=C1)C=1N=C(OC1)C1CC1)C[C@@H]1CC[C@H](CC1)C1=CC(=C(C=C1)OC)C#N)=O trans-4-(((trans-4-(3-Cyano-4-methoxy-phenyl)cyclohexyl)-methyl)(4-(2-cyclopropyloxazol-4-yl)-pyridine-2-yl)carbamoyl)cyclohexyl 3-hydroxyazetidine-1-carboxylate